tert-butyl (S)-3-((4-(4-(3-(tert-butoxy)-2-((1,3-dioxoisoindolin-2-yl)oxy)-3-oxopropoxy)phenyl)-1H-pyrazol-1-yl)methyl)-3-fluoroazetidine-1-carboxylate C(C)(C)(C)OC([C@H](COC1=CC=C(C=C1)C=1C=NN(C1)CC1(CN(C1)C(=O)OC(C)(C)C)F)ON1C(C2=CC=CC=C2C1=O)=O)=O